3-(6-cyclopropyl-2-((4-formyl-1H-1,2,3-triazol-1-yl)methyl)imidazo[1,2-a]Pyridin-8-yl)propionic acid ethyl ester C(C)OC(CCC=1C=2N(C=C(C1)C1CC1)C=C(N2)CN2N=NC(=C2)C=O)=O